C1(CC1)N1C(=NC2=C1C=C(C(=C2)NC=2SC(=NN2)C2=CC(=CC=C2)C(F)(F)F)OC2=CC=C(C=C2)F)C2=CC=C(C=C2)F N-(1-cyclopropyl-6-p-fluorophenoxy-2-(4-fluorophenyl)-5-benzimidazolyl)-5-(3-trifluoromethylphenyl)-1,3,4-thiadiazol-2-amine